samarium-cobalt iron [Fe].[Co].[Sm]